ClC1=CC=C(S1)C1=C(C=C(C=C1)C=1C=NOC1C)NS(=O)(=O)C=1C=C(C(=O)OC)C=CC1C1CC1 Methyl 3-(N-(2-(5-chlorothiophen-2-yl)-5-(5-methylisoxazol-4-yl)phenyl)sulfamoyl)-4-cyclopropylbenzoate